2-Chloro-5-(1-methyl-1H-1,2,3-triazol-4-yl)pyridine ClC1=NC=C(C=C1)C=1N=NN(C1)C